tin dibutyl-2-ethylhexanoate C(CCC)C(C(C(=O)[O-])(CC)CCCC)CCC.[Sn+4].C(CCC)C(C(C(=O)[O-])(CCCC)CC)CCC.C(CCC)C(C(C(=O)[O-])(CCCC)CC)CCC.C(CCC)C(C(C(=O)[O-])(CCCC)CC)CCC